NC=1N=C(C2=C(N1)C=CN(C2=O)CC2=CC=C(C=C2)CN(C)C)NCCCC 2-amino-4-(butylamino)-6-(4-((dimethylamino)methyl)benzyl)pyrido[4,3-d]pyrimidin-5(6H)-one